4-(6-(1-acryloyl-pyrrolidin-3-yl)-4-amino-7-methyl-7H-pyrrolo[2,3-d]pyrimidin-5-yl)-1-benzylpyridin-2(1H)-one C(C=C)(=O)N1CC(CC1)C1=C(C2=C(N=CN=C2N)N1C)C1=CC(N(C=C1)CC1=CC=CC=C1)=O